BrC1=C(NC)C(=CC=C1OC)[N+](=O)[O-] 2-Bromo-3-methoxy-N-methyl-6-nitro-aniline